diborate dipotassium salt [K+].[K+].B([O-])([O-])OB(O)O